BrC1=C(C(=C(C=C1)C=1N=NN(C1)[C@@H]1[C@H]([C@@H](O[C@H]2[C@@H]1O[C@H](OC2)C2=CC=CC=C2)C(=O)N)O)F)F (2S,4aR,6R,7R,8R,8aR)-8-(4-(4-Bromo-2,3-difluorophenyl)-1H-1,2,3-triazol-1-yl)-7-hydroxy-2-phenylhexahydropyrano[3,2-d][1,3]dioxine-6-carboxamide